C1(CCCCC1)C1=CC(=CC2=C1C(N1[C@@H](CO2)C[C@@H](C1)OC1=CC=C2CCC(NC2=C1)=O)=O)C (2S,11aR)-6-cyclohexyl-8-methyl-2-((2-oxo-1,2,3,4-tetrahydroquinolin-7-yl)oxy)-2,3,11,11a-tetrahydro-1H,5H-benzo[f]pyrrolo[2,1-c][1,4]oxazepin-5-one